C(C)(C)N1C(=NN=C1)C1=NC(=NC=C1)N 4-(4-isopropyl-4H-1,2,4-triazol-3-yl)pyrimidin-2-amine